ClC1=C(C=CC(=C1)Cl)C=1N(C(=C(N1)C1=CC=CC=C1)C1=CC=CC=C1)N1C(=NC(=C1C1=CC=CC=C1)C1=CC=CC=C1)C1=C(C=C(C=C1)Cl)Cl 2,2'-bis(2,4-dichlorophenyl)-4,4',5,5'-tetraphenyl-1,1'-biimidazole